O1CCC[C@@]12CN(CC2)[C@H]2COC1=CC=CC=C1[C@@H]2NC=2C1=C(N=CN2)NC(=C1)C1CC1 N-((3R,4S)-3-((R)-1-Oxa-7-Azaspiro[4.4]Nonan-7-Yl)Chroman-4-Yl)-6-Cyclopropyl-7H-Pyrrolo[2,3-D]Pyrimidin-4-Amine